S1C(=NC2=C1C=CC=C2)N\N=C\2/C(C1=CC(=CC=C1C2)OC(C)C)=O (Z)-2-(2-(benzo[d]thiazol-2-yl)hydrazineylidene)-6-isopropoxy-2,3-dihydro-1H-inden-1-one